3-(1-(4-(trifluoromethoxy)phenyl)-4-(3-vinyl-azetidin-1-yl)-1H-pyrazolo[3,4-b]pyridin-3-yl)azetidine-1-carboxylic acid tert-butyl ester C(C)(C)(C)OC(=O)N1CC(C1)C1=NN(C2=NC=CC(=C21)N2CC(C2)C=C)C2=CC=C(C=C2)OC(F)(F)F